4-Fluoro-1-(oxetan-3-yl)piperidine-4-carboxylic acid ethyl ester C(C)OC(=O)C1(CCN(CC1)C1COC1)F